(1-oxo-5-(4-oxopiperidin-1-yl)isoindol-2-yl)piperidine-2,6-dione O=C1N(CC2=CC(=CC=C12)N1CCC(CC1)=O)N1C(CCCC1=O)=O